(R or S)-N-((R)-phenyl((R)-1,2,3,4-tetrahydropyrido[2,3-b]pyrazin-3-yl)methyl)-2-(6-(trifluoromethyl)pyridin-3-yl)propan-1-amine C1(=CC=CC=C1)[C@@H](NC[C@H](C)C=1C=NC(=CC1)C(F)(F)F)[C@H]1CNC2=C(N1)N=CC=C2 |o1:9|